sodium N-myristoyl-L-glutamate C(CCCCCCCCCCCCC)(=O)N[C@@H](CCC(=O)[O-])C(=O)[O-].[Na+].[Na+]